(Difluoromethanesulfonyl)-N-((2-(6-(3-(oxetan-3-yl)azetidin-1-yl)pyridin-2-yl)-1,6-naphthyridin-7-yl)methyl)benzofuran-5-carboxamide FC(S(=O)(=O)C=1OC2=C(C1)C=C(C=C2)C(=O)NCC2=NC=C1C=CC(=NC1=C2)C2=NC(=CC=C2)N2CC(C2)C2COC2)F